ClC1=CC(=NC=C1C#CC1=C(C=CC=C1)NS(=O)(=O)C=1C=CC(=C2C=CC=NC12)OC)C(=O)O 4-chloro-5-{2-[2-(5-methoxyquinoline-8-sulfonamido)phenyl]ethynyl}pyridine-2-carboxylic acid